C(C)C(C(=O)[O-])CCCC.C(C)(C)(C)N1C=[N+](C=C1)C(C)(C)C 1,3-di-tert-butylimidazolium 2-ethylhexanoate